NCC=1C=C(C=CC1)N1N=C(C=C1C(NC1=C(C=CC(=C1)C(C1=CC=CC=C1)NCC1CC1)F)=O)C(=O)OC methyl 1-(3-(aminomethyl) phenyl)-5-(5-((cyclopropylmethylamino) (phenyl) methyl)-2-fluorophenylcarbamoyl)-1H-pyrazole-3-carboxylate